OC(=O)C(F)(F)F.N1CCNCC1 piperazine-TFA salt